3-cyclopropyl-N-methyl-4-(3-methyl-4-(methylsulfonyl)phenyl)-1H-pyrazolo[3,4-c]pyridine-5-carboxamide C1(CC1)C1=NNC2=CN=C(C(=C21)C2=CC(=C(C=C2)S(=O)(=O)C)C)C(=O)NC